5-bromo-2-(methoxy-methyl-carbamoyl)-benzo[b]thiophene-3-carboxylic acid methyl ester COC(=O)C=1C2=C(SC1C(N(C)OC)=O)C=CC(=C2)Br